C(CCC)N1C2=NC(=NC(=C2N=C1CC1=C(C=CC(=C1)OC)OC)N)F 9-butyl-8-(2,5-dimethoxy-benzyl)-2-fluoro-9h-purin-6-ylamine